FC([C@@H](C)N)(F)F (1R)-2,2,2-trifluoro-1-methyl-ethylamine